C(C)OC(CN1N=CC(=C1)C1=NC(=NC=C1C#N)N[C@@H]1CC[C@H](CC1)N(C1=NC=C(C=C1)C=1C=NN(C1)C)C(NCC1=CC=CC=C1)=O)=O ethyl(4-(2-((trans-4-((benzylcarbamoyl)(5-(1-methyl-1H-pyrazol-4-yl)pyridin-2-yl)amino)cyclohexyl)amino)-5-cyanopyrimidin-4-yl)-1H-pyrazol-1-yl)acetate